2-(2-(tert-butylamino)acetamido)-2-methyl-N-(6-(trifluoromethoxy)benzo[d]thiazol-2-yl)propanamide C(C)(C)(C)NCC(=O)NC(C(=O)NC=1SC2=C(N1)C=CC(=C2)OC(F)(F)F)(C)C